ethyl (S)-3-(3-(4-hydroxy-1-methyl-2-oxo-1,2-dihydropyridin-3-yl)ureido)-3-(4'-(trifluoro methoxy)biphenyl-3-yl)propanoate OC1=C(C(N(C=C1)C)=O)NC(N[C@@H](CC(=O)OCC)C=1C=C(C=CC1)C1=CC=C(C=C1)OC(F)(F)F)=O